C(C1=CC=CC=C1)OC(=O)N1[C@@](CCC1)(C)C1=CC(=[N+](C=C1)[O-])C1=CC=C(C=C1)F |r| rac-4-(1-((benzyloxy)carbonyl)-2-methylpyrrolidin-2-yl)-2-(4-fluorophenyl)pyridine 1-oxide